C1(CCCCC1)C1C(CCCC1)=O ortho-cyclohexyl-cyclohexanone